4-propyl-pyrrolidine C(CC)C1CCNC1